(2R,4R)-N-[2-[(4,4-difluorocyclohexyl)amino]-1-(4-methyl-3-pyridyl)-2-oxo-ethyl]-4-hydroxy-4-methyl-N-[4-(pentafluoro-λ6-sulfanyl)phenyl]pyrrolidine-2-carboxamide FC1(CCC(CC1)NC(C(C=1C=NC=CC1C)N(C(=O)[C@@H]1NC[C@](C1)(C)O)C1=CC=C(C=C1)S(F)(F)(F)(F)F)=O)F